CN1N=NC(=C1NC(O[C@H](C)C=1C(=NC=C(C1)F)F)=O)C1=NC=C(C=C1)NC(=O)C=1C=NC=NC1 (R)-1-(2,5-difluoropyridin-3-yl)ethyl (1-methyl-4-(5-(pyrimidine-5-carboxamido) pyridin-2-yl)-1H-1,2,3-triazol-5-yl)carbamate